CN1OC([C@H]2[C@H]1[C@@H](C[C@@](C2)(C)C2=C(C#N)C=CC=C2)C)(C)C ((3aR,5R,7R,7aR)-1,3,3,5,7-pentamethyloctahydrobenzo[c]isoxazol-5-yl)benzonitrile